methyl 1-(1-amino-3,3-dimethylbutan-2-yl)-3-bromo-1H-pyrazole-5-carboxylate hydrochloride Cl.NCC(C(C)(C)C)N1N=C(C=C1C(=O)OC)Br